O=C(/C=C/C1C=CC(O)=C(O)C=1)OC1CC(OC(=O)/C=C/C2C=CC(O)=C(O)C=2)(C(=O)O)CC(O)C1O 1,3-dicaffeoylquinic acid